N-(isopropoxymethyl)acrylamide C(C)(C)OCNC(C=C)=O